C(C)(C)(C)C1=C(C(=C(CN2C(N(C(N(C2=O)CC2=C(C(=C(C=C2C)C(C)(C)C)O)C)=O)CC2=C(C(=C(C=C2C)C(C)(C)C)O)C)=O)C(=C1)C)C)O 1,3,5-tris(4-tert-butyl-3-hydroxy-2,6-dimethylbenzyl)1,3,5-triazine-2,4,6(1h,3h,5h)-trione